N-(5-Cyclopropyl-1H-pyrazol-3-yl)-2-[5-(dimethylphosphorylmethyl)-2,5-dimethyl-1-piperidyl]pyrimidin-4-amine C1(CC1)C1=CC(=NN1)NC1=NC(=NC=C1)N1C(CCC(C1)(C)CP(=O)(C)C)C